NS(=NC(CC1=C(C(=NC=C1C(C)C)F)C(C)C)=O)(=O)C1=CN=C(S1)C(C)(C)O N-(amino(2-(2-hydroxypropan-2-yl)thiazol-5-yl)(oxo)-λ6-sulfaneylidene)-2-(2-fluoro-3,5-diisopropylpyridin-4-yl)acetamide